BrC=1SC(=C(N1)C(F)(F)F)C(=O)OCC ethyl 2-bromo-4-(trifluoromethyl)thiazole-5-carboxylate